C(CCCCCCC=CCC=CCC=CCC=C)(=O)O octadeca-8,11,14,17-tetraenoic acid